(1R)-2-Azido-1-phenyl-ethanamine hydrochloride Cl.N(=[N+]=[N-])C[C@H](N)C1=CC=CC=C1